ClC1=CC=C2C=CC=NC2=C1NS(=O)(=O)C1=NC=C(N=C1)C N-(7-chloro-quinolin-8-yl)-5-methyl-pyrazine-2-sulfonamide